(S)-2-(dimethylamino)-N-(7-methoxy-4-(1-methyl-3-phenyl-1H-pyrazol-4-yl)pyrido[3,2-d]pyrimidin-6-yl)propenamide CN(C(C(=O)NC=1C(=CC=2N=CN=C(C2N1)C=1C(=NN(C1)C)C1=CC=CC=C1)OC)=C)C